C1(CC1)C1=NN=C(N1C1=C(C=CC(=C1)F)N1C=C(C=2C1=CN=CC2)C2CN(CCC2)CN2C(NC1=C2C=CC=C1)=O)C ((3-(1-(2-(3-cyclopropyl-5-methyl-4H-1,2,4-triazol-4-yl)-4-fluorophenyl)-1H-pyrrolo[2,3-c]pyridin-3-yl)piperidin-1-yl)methyl)-1H-benzo[d]imidazol-2(3H)-one